N-[[6-(1H-benzimidazole-5-carbonyl)-6-azaspiro[2.5]octan-2-yl]methyl]furo[2,3-c]pyridine-2-carboxamide N1C=NC2=C1C=CC(=C2)C(=O)N2CCC1(C(C1)CNC(=O)C1=CC=3C(=CN=CC3)O1)CC2